FC1=C(N=CC2=C1N=C(N=C2N2CCC(CC2)C(=O)OCC(F)(F)F)OCC21CCCN1CCC2)C2=CC=CC1=CC=CC(=C21)F 2,2,2-trifluoroethyl 1-(8-fluoro-7-(8-fluoronaphthalen-1-yl)-2-((tetrahydro-1H-pyrrolizin-7a(5H)-yl)methoxy)pyrido[4,3-d]pyrimidin-4-yl)piperidine-4-carboxylate